C12C(CC(CC1)C2)C2=CC=C(C=C2)O (±)-4-(bicyclo[2.2.1]heptan-2-yl)phenol